N-ethyl-N-(prop-2-yl)propan-2-amine C(C)N(C(C)C)C(C)C